5-((5-methoxy-6-(4-(trifluoromethyl)piperidin-1-yl)pyridin-3-yl)amino)-1,3-dimethyl-1,3-dihydro-2H-benzo[d]imidazol-2-one COC=1C=C(C=NC1N1CCC(CC1)C(F)(F)F)NC1=CC2=C(N(C(N2C)=O)C)C=C1